(S)-3-phenyl-3-((2-phenyl-1H-indol-3-yl)methyl)-2,3-dihydro-1H-inden-1-one C1(=CC=CC=C1)[C@@]1(CC(C2=CC=CC=C12)=O)CC1=C(NC2=CC=CC=C12)C1=CC=CC=C1